6-((6-methoxypyridin-3-yl)methyl)-3-(5-(4,5-dioxaborolan-2-yl)pyridin-2-yl)-3,6-diazabicyclo[3.1.1]heptane COC1=CC=C(C=N1)CN1C2CN(CC1C2)C2=NC=C(C=C2)C2BOOC2